C(C)OC(=O)C1=NN=C(N1)C(CC)C1=CC=C(C=C1)F 5-(1-(4-fluorophenyl)propyl)-4H-1,2,4-triazole-3-carboxylic acid ethyl ester